7-chloro-5-nitro-2-phenylbenzoxazole ClC1=CC(=CC=2N=C(OC21)C2=CC=CC=C2)[N+](=O)[O-]